OCC#CC1=CC=C(C=N1)B(O)O (6-(3-hydroxy-prop-1-yn-1-yl)pyridin-3-yl)boronic acid